C(#N)CCC1=CC=2C3=C(C(=NC2C(=C1C1=CC(=CC2=CC=CC=C12)OCOC)F)SC)N=C(N3C3C1CN(C3C1)C(=O)OCCCC)CC butyl (endo)-5-(8-(2-cyanoethyl)-2-ethyl-6-fluoro-7-(3-(methoxymethoxy)naphthalen-1-yl)-4-(methylthio)-1H-imidazo[4,5-c]quinolin-1-yl)-2-azabicyclo[2.1.1]hexane-2-carboxylate